2,2-dimethyldiphenylethanone CC(C(=O)C1=CC=CC=C1)(C)C1=CC=CC=C1